FC(C1=CC(=NC=C1)OC1CCN(CC1)C(=O)OC(C)(C)C)(F)F tert-butyl 4-((4-(trifluoromethyl)pyridin-2-yl)oxy)piperidine-1-carboxylate